ClC=1N=C(SC1C=1C(=NN2C1N=C(C=C2C(CC)CC)C)C)N2CCOCC2 3-(4-chloro-2-(morpholin-4-yl)thiazol-5-yl)-7-(1-ethylpropyl)-2,5-dimethylpyrazolo[1,5-a]pyrimidine